N12CCC(CC1)C(C2)=O 1-azabicyclo[2.2.2]octan-8-one